C(N)(OCCCC)=O butyl carbamate